F[B-](F)(F)F.[N+](=O)([O-])C1=CC=C(C=C1)[N+]#N 4-nitrophenyldiazonium tetrafluoroborate